3-[(6R*)-3,8,10-trifluoro-5H,6H,11H-benzo[a]carbazol-6-yl]propan-1-ol FC1=CC2=C(C=3NC4=C(C=C(C=C4C3[C@@H](C2)CCCO)F)F)C=C1 |o1:14|